BrC1(SC=CC1)C=C[N+](=O)[O-] 2-bromo-2-(2-nitrovinyl)-thiophene